ClC=1C=CC(N(N1)C(C)C)=O 6-chloro-2-isopropylpyridazin-3(2H)-one